N1(CCC1)C1=NN(C2=C1C=NC(=C2)NC2=NC(=NC=C2)C=2C(N(N(C2)COCC[Si](C)(C)C)C)=O)C(CCO[Si](C)(C)C(C)(C)C)C 4-[4-[[3-(azetidin-1-yl)-1-[3-[tert-butyl(dimethyl)silyl]oxy-1-methyl-propyl]pyrazolo[4,3-c]pyridin-6-yl]amino]pyrimidin-2-yl]-2-methyl-1-(2-trimethylsilylethoxymethyl)pyrazol-3-one